FC(C(=O)O)(F)F.FC(C(=O)O)(F)F.NC1=CC=C(C(=N1)C)CNC(CC[C@@H](C(=O)N)NC(=O)[C@@H]1NC[C@H](C1)CC1=CC=CC=C1)=O (S)-N'-((6-Amino-2-methylpyridin-3-yl)methyl)-2-((2R,4S)-4-benzylpyrrolidine-2-carboxamido)pentanediamide Di-trifluoroacetate salt